CC1=C(C(=O)N)C=CC(=C1)OCCN1CCCCC1 2-methyl-4-(2-(piperidin-1-yl)ethoxy)-benzamide